(2-((4-(4-isopropoxypyridin-2-yl)thiazol-2-yl)amino)-5-(trifluoromethyl)pyridin-3-yl)pyrrolidin-2-one C(C)(C)OC1=CC(=NC=C1)C=1N=C(SC1)NC1=NC=C(C=C1N1C(CCC1)=O)C(F)(F)F